NCCN1CCN(CC1)CC(=O)NC1=NC=CC(=C1)NC1=C(N=NC(=C1)C1=C(C=CC(=C1)Cl)F)C 2-[4-(2-aminoethyl)piperazin-1-yl]-N-(4-{[6-(5-chloro-2-fluorophenyl)-3-methylpyridazin-4-yl]amino}pyridin-2-yl)acetamide